(S)-N-(5,6-dichloro-8-ethoxy-9-iodo-2,3-dihydro-1H-pyrrolo[1,2-a]indol-1-yl)acetamide ClC1=C(C=C(C=2C(=C3N(C12)CC[C@@H]3NC(C)=O)I)OCC)Cl